N[C@H]1C(N(C1)C1CC1)=O (R)-3-amino-1-cyclopropylazetidin-2-one